diethyl cis-cyclohex-4-ene-1,2-dicarboxylate [C@@H]1([C@H](CC=CC1)C(=O)OCC)C(=O)OCC